Tert-butyl (3R,4S)-3-((2-cyano-3-(2,2,2-trifluoroethyl)thieno[3,2-b]pyridin-7-yl)amino)-4-fluoropyrrolidine-1-carboxylate C(#N)C1=C(C2=NC=CC(=C2S1)N[C@@H]1CN(C[C@@H]1F)C(=O)OC(C)(C)C)CC(F)(F)F